C(CCC)C1(COPOC1)CC 5-butyl-5-ethyl-1,3,2-dioxaphosphorinane